8-[(1R)-1-aminoethyl]-5-fluoro-3,6-dimethyl-2-tetrahydropyran-4-yl-quinazolin-4-one N[C@H](C)C=1C=C(C(=C2C(N(C(=NC12)C1CCOCC1)C)=O)F)C